p-hydroxyphenyl-ethanol OC1=CC=C(C=C1)C(C)O